BrC=1C=C2CCCC(C2=CC1F)OC1=CC=C2C=NN(C2=C1)C=1C=NN(C1)C 6-((6-Bromo-7-fluoro-1,2,3,4-tetrahydronaphthalen-1-yl)oxy)-1-(1-methyl-1H-pyrazol-4-yl)-1H-indazole